methyl (2R,3S,5S)-2-((((1S,3S,6R)-6-(5-fluoropyrimidin-2-yl)bicyclo[4.1.0]heptan-3-yl)oxy)methyl)-5-(methoxymethyl)-3-(methylsulfonamido)pyrrolidine-1-carboxylate FC=1C=NC(=NC1)[C@]12CC[C@@H](C[C@@H]2C1)OC[C@@H]1N([C@@H](C[C@@H]1NS(=O)(=O)C)COC)C(=O)OC